2-[2-oxo-2-phenyl-acetoxy-ethoxy]-ethyl-oxy-phenyl-acetic acid-2-[2-hydroxy-ethoxy]-ethyl ester OCCOCCOC(C(C1=CC=CC=C1)OCCOCCOC(C(C1=CC=CC=C1)=O)=O)=O